5-{(2S)-2-Carboxy-2-[(3R)-pyrrolidin-3-yl]ethyl}pyrazine-2-carboxylic acid hydrochloride Cl.C(=O)(O)[C@@H](CC=1N=CC(=NC1)C(=O)O)[C@@H]1CNCC1